CN1C(=NN=C1)CC1(CC(C1)CO)C1=CC(=CC=C1)[N+](=O)[O-] [3-[(4-methyl-1,2,4-triazol-3-yl)methyl]-3-(3-nitrophenyl)cyclobutyl]methanol